C[C@]12OC[C@H](CC1)C2 (1S,4R)-1-methyl-2-oxabicyclo[2.2.1]heptan